methyl 7-chlorobenzothiophene-2,5-dicarboxylate ClC1=CC(=CC=2C=C(SC21)C(=O)OC)C(=O)[O-]